O=CC oxo-ethane